C1(C(=C)CC(=O)OC(CO1)C)=O 2-propylene itaconate